OC(C)(C)C=1N=CC(=NC1)N1C(O[C@@]2(C1)C[C@@](CC(C2)(C)C)(C)CN2C=NC1=C2C=C(C=C1)C#N)=O (((5R,7S)-3-(5-(2-hydroxy-prop-2-yl)pyrazin-2-yl)-7,9,9-trimethyl-2-oxo-1-oxa-3-azaspiro[4.5]decan-7-yl)methyl)-1H-benzo[d]imidazole-6-carbonitrile